CC1=CC=C(C=N1)[C@H](C)C=1C=C2C(=CC=NC2=CC1)C(=O)O |r| rac-(R)-6-(1-(6-methylpyridin-3-yl)ethyl)quinoline-4-carboxylic acid